4-(2,2-difluorocyclopropyl)piperidine FC1(C(C1)C1CCNCC1)F